1-(2-(benzo[d]oxazol-2-ylamino)-4-(2-chlorophenyl)-6-methyl-1,4-dihydropyrimidine-5-carbonyl)piperidine-3-carboxylic acid O1C(=NC2=C1C=CC=C2)NC=2NC(=C(C(N2)C2=C(C=CC=C2)Cl)C(=O)N2CC(CCC2)C(=O)O)C